[Si](C1=CC=CC=C1)(C1=CC=CC=C1)(C(C)(C)C)OCC[C@H](CCC)NC=1C2=C(N=C(N1)N)C(=NN2CC2=C(C=C(C=C2)CNC2CC1(CN(C1)C)C2)OC)C (S)-N7-(1-((tert-butyldiphenylsilyl)oxy)hexan-3-yl)-1-(2-methoxy-4-(((2-methyl-2-azaspiro[3.3]heptan-6-yl)amino)methyl)benzyl)-3-methyl-1H-pyrazolo[4,3-d]pyrimidine-5,7-diamine